bromovinyl-hydroxymethyl-dioxolane BrC=CC1(OCCO1)CO